COC=1C=C2[C@]3(C(NC2=CC1)=O)[C@@H](C3)C3=CC=C1C(=NNC1=C3)NC3=NC=C(C=C3OC)C(=O)N3CCOCC3 (1R,2S)-5'-methoxy-2-(3-{[3-methoxy-5-(morpholine-4-carbonyl)pyridin-2-yl]amino}-1H-indazol-6-yl)spiro[cyclopropane-1,3'-indol]-2'(1'H)-one